NC1=CC=C(C=C1)C#C p-aminophenylacetylene